C(#N)[C@H](CC1=CC=C(C=C1)C1=CC=C(C=C1)C#N)NC(=O)[C@@H]1C[C@H]2[C@@H](N1C)CCC2 (2S,3aS,6aS)-N-[(1S)-1-cyano-2-{4'-cyano-[1,1'-biphenyl]-4-yl}ethyl]-1-methyl-hexahydro-2H-cyclopenta[b]pyrrole-2-carboxamide